5-methoxy-N,N,N-trimethyl-5-oxopentan-1-aminium iodide [I-].COC(CCCC[N+](C)(C)C)=O